CC=1C=C(C=CC1)C1=NN2C(NC=3C=CC=CC3C2=N1)=O 2-(3-Methylphenyl)[1,2,4]triazolo[1,5-c]quinazolin-5(6H)-one